N-(3-((3-(8-(2-(dimethylamino)ethoxy)-9H-purin-6-yl)pyridin-2-yl)amino)-4-methylphenyl)-4-(trifluoromethyl)picolinamide CN(CCOC=1NC2=NC=NC(=C2N1)C=1C(=NC=CC1)NC=1C=C(C=CC1C)NC(C1=NC=CC(=C1)C(F)(F)F)=O)C